C(C)OC(CN1N=C(C2=C(C1=O)SC(=C2)NCC)C(C)C)=O (2-(ethylamino)-4-isopropyl-7-oxothieno[2,3-d]pyridazin-6(7H)-yl)acetic acid ethyl ester